5-(5-fluoro-2-methoxypyridin-4-yl)-1H-pyrazole-3-carboxylic acid methyl ester COC(=O)C1=NNC(=C1)C1=CC(=NC=C1F)OC